N1=C(N=CN=C1)C1=C(C(=CC(=C1N)OC)N(C)CCN(C)C)N 1,3,5-triazin-2-yl-N1-(2-(dimethylamino)ethyl)-5-methoxy-N1-methylbenzene-1,2,4-triamine